2-(3-chlorobenzyl)-N-(2,4-dimethoxyphenyl)-8-methyl-4,5-dihydro-2H-furo[2,3-g]indazole-7-carboxamide ClC=1C=C(CN2N=C3C4=C(CCC3=C2)OC(=C4C)C(=O)NC4=C(C=C(C=C4)OC)OC)C=CC1